COC1=CC=C(C=2SC(=CC21)C(=O)N(CCN2CCN(CC2)C)CCC(=O)NC)C2=CC=NN2C 4-methoxy-7-(1-methyl-1H-pyrazol-5-yl)-N-(3-(methylamino)-3-oxopropyl)-N-(2-(4-methylpiperazin-1-yl)ethyl)benzo[b]thiophene-2-carboxamide